ClC1=CC(=NN1COCC[Si](C)(C)C)C(=O)N 5-chloro-1-(2-trimethylsilylethoxymethyl)pyrazole-3-carboxamide